O1CN=CC1=O 3-oxazolin-5-on